ClC1=C(C=C(C=C1OC)OC)C1=CC2=C(N=C(N=C2)NC2=CC(=C(C=C2)C2CCN(CC2)CC)C)N2C1=NN=C2 6-(2-chloro-3,5-dimethoxyphenyl)-N-(4-(1-ethylpiperidin-4-yl)-3-methylphenyl)-[1,2,4]triazolo[4',3':1,6]pyrido[2,3-d]pyrimidin-2-amine